3-[1-[2-(3-azabicyclo[3.1.0]hexan-3-yl)-3,6-dimethyl-4-oxoquinazolin-8-yl]ethyl-amino]-6-methylpyridine-2-carboxylic acid C12CN(CC2C1)C1=NC2=C(C=C(C=C2C(N1C)=O)C)C(C)NC=1C(=NC(=CC1)C)C(=O)O